FC(CN1C(C(=CC2=C1N=C(N=C2)N[C@@H]2CNC[C@H](C2)F)C2=C(C(=C(C=C2)NS(=O)(=O)CC2=CC=CC=C2)F)F)=O)F N-(4-(8-(2,2-difluoro-ethyl)-2-(((3S,5S)-5-fluoropiperidin-3-yl)-amino)-7-oxo-7,8-dihydropyrido[2,3-d]-pyrimidin-6-yl)-2,3-difluorophenyl)-1-phenylmethanesulfonamide